C(C1=CC=CC=C1)(=O)O[C@@H](C=O)[C@@H](OC(C1=CC=CC=C1)=O)[C@H](OC(C1=CC=CC=C1)=O)[C@H](O)COC(C1=CC=CC=C1)=O 2,3,4,6-tetra-O-benzoyl-glucose